N[C@@H]1C2=CC=CC=C2CC12CCN(CC2)C=2N=CC(=NC2)SC=2C(=C(C(=CC2)N2N=NC=C2)P(C)(C)=O)Cl (S)-(3-((5-(1-amino-1,3-dihydrospiro[indene-2,4'-piperidin]-1'-yl)pyrazin-2-yl)thio)-2-chloro-6-(1H-1,2,3-triazol-1-yl)phenyl)dimethylphosphine oxide